(4-((2-(1H-pyrazol-4-yl)ethyl)amino)-5,6-dimethylpyrimidin-2-yl)(3-(trifluoromethoxy)azetidin-1-yl)methanone N1N=CC(=C1)CCNC1=NC(=NC(=C1C)C)C(=O)N1CC(C1)OC(F)(F)F